ClC=1C(=CC(=C(C1)[C@H](N[S@@](=O)C(C)(C)C)C1CCN(CC1)C(=O)[C@@H]1OC(OC1)(C)C)O)C1CC1 (S)-N-[(R)-(5-chloro-4-cyclopropyl-2-hydroxyphenyl)([1-[(4R)-2,2-dimethyl-1,3-dioxolane-4-carbonyl]piperidin-4-yl])methyl]-2-methylpropane-2-sulfinamide